O1CCC(CC1)NC1=CC=C2C(NC(=NC2=C1)CSC1CCOCC1)=O 7-((Tetrahydro-2H-pyran-4-yl)amino)-2-(((tetrahydro-2H-pyran-4-yl)thio)methyl)quinazolin-4(3H)-one